NCC=1NC(C2=C(N1)N=C(C=C2)C=2C=NN(C2C2=C(C#N)C(=CC(=C2F)Cl)OC2(CC2)C)C)=O (2S)-2-(4-(2-(aminomethyl)-4-oxo-3,4-dihydropyrido[2,3-d]pyrimidin-7-yl)-1-methyl-1H-pyrazol-5-yl)-4-chloro-3-fluoro-6-(1-methylcyclopropoxy)benzonitrile